BrC1=CC=2N(C=C1)C(=C(N2)CN2CCC(CC2)(C)O)C(=O)[O-] 7-bromo-2-((4-hydroxy-4-methylpiperidin-1-yl)methyl)imidazo[1,2-a]pyridine-3-carboxylate